N1(CCC1)C1=NC(=CC2=C1N(C(N2C)=O)C)C=2C=CC=C1C=C(N=CC21)C=2C=CC(=NC2)C(=O)NCC#CC=2OC1=C(C2)C(=CC=C1)C1C(NC(CC1)=O)=O 5-(8-(4-(azetidin-1-yl)-1,3-dimethyl-2-oxo-2,3-dihydro-1H-imidazo[4,5-c]pyridin-6-yl)isoquinolin-3-yl)-N-(3-(4-(2,6-dioxopiperidin-3-yl)benzofuran-2-yl)prop-2-yn-1-yl)picolinamide